O1CC(CC1)OCC(=O)O 2-((tetrahydrofuran-3-yl)oxy)acetic acid